(R)-3-Phenyl-pyrrolidine-1-carboxylic acid [2-dimethylamino-2-(4-methoxy-phenyl)-ethyl]-amide CN(C(CNC(=O)N1C[C@H](CC1)C1=CC=CC=C1)C1=CC=C(C=C1)OC)C